CC(CC(=O)OCCC(CCCC(CCCC(C)C)C)C)CCCC(CCCC(C)C)C 3,7,11-trimethyldodecyl 3,7,11-trimethyldodecanoate